C[C@@H]1O[C@@H](CN(C1)C1=CC=C(C(=N1)C1=NC2=CC(=NC=C2C=C1)CN)F)C (2-(6-((cis)-2,6-dimethylmorpholino)-3-fluoropyridin-2-yl)-1,6-naphthyridin-7-yl)methanamine